4-{(biphenyl-4-yl)-phenylamino}-4-{(9,9-dimethyl-9H-fluoren-2-yl)-phenylamino}-1,1':3',1''-terphenyl C1(=CC=C(C=C1)N(C1(CC=C(C=C1)C1=CC(=CC=C1)C1=CC=CC=C1)N(C1=CC=CC=C1)C1=CC=2C(C3=CC=CC=C3C2C=C1)(C)C)C1=CC=CC=C1)C1=CC=CC=C1